(1R,4S)-9-(dichloromethylene)-1,2,3,4-tetrahydro-1,4-methanonaphthalene ClC(=C1[C@@H]2CC[C@H]1C1=CC=CC=C21)Cl